6-N-({2-[(7R*)-5H,6H,7H,8H-imidazo[1,2-a]pyridin-7-ylmethoxy]pyridin-4-yl}methyl)isoquinoline-1,6-diamine N=1C=CN2C1C[C@@H](CC2)COC2=NC=CC(=C2)CNC=2C=C1C=CN=C(C1=CC2)N |o1:6|